N=1N=C(NC1)C=1C(=C2C(=NC1)NC=C2)N[C@H]2CN(CCC2)C(CC#N)=O (R)-3-(3-((5-(4H-1,2,4-triazol-3-yl)-1H-pyrrolo[2,3-b]pyridin-4-yl)amino)piperidin-1-yl)-3-oxopropanenitrile